(6,7-dichloro-1,3,4,5-tetrahydro-2H-pyrido[4,3-b]indol-2-yl)(5-((2-hydroxyethyl)(methyl)amino)pyrimidin-2-yl)methanone ClC1=C(C=CC=2C3=C(NC12)CCN(C3)C(=O)C3=NC=C(C=N3)N(C)CCO)Cl